Cl.C1=CC=CC2=CC=C(C=C12)O naphthalene-7-ol hydrochloride